N-(2,4-difluoro-3-(3-(4-(trifluoro-methyl)phenyl)-1H-pyrazolo[3,4-b]pyridin-1-yl)phenyl)-2-fluoro-acrylamide FC1=C(C=CC(=C1N1N=C(C=2C1=NC=CC2)C2=CC=C(C=C2)C(F)(F)F)F)NC(C(=C)F)=O